ClC=1C(=C(C=CC1)[C@]1(CN(CC1)C(=O)OC(C)(C)C)NC1=CC=C2C=C(C=NC2=C1)F)C tert-butyl (R)-3-(3-chloro-2-methylphenyl)-3-((3-fluoroquinolin-7-yl)amino)pyrrolidine-1-carboxylate